ClC1=C2C(=C(N=N1)N[C@H]1CN(CCC1)C)N=CC(=C2)CC (R)-5-chloro-3-ethyl-N-(1-methylpiperidin-3-yl)pyridino[2,3-d]pyridazine-8-amine